4-(5-(1-methyl-1H-pyrazol-3-yl)benzo[d]oxazol-2-yl)picolinic acid ethyl ester C(C)OC(C1=NC=CC(=C1)C=1OC2=C(N1)C=C(C=C2)C2=NN(C=C2)C)=O